C(=C)OCCN(C)C N,N-dimethylaminoethyl vinyl ether